methylene-(3,5-di-t-butyl-4-hydroxy hydrocinnamate) C=C(C(=O)[O-])CC1=CC(=C(C(=C1)C(C)(C)C)O)C(C)(C)C